N-[4-(3,3-difluorocyclobutoxy)-3-fluorophenyl]-2-(pyrrolidin-1-yl)-5-(2,2,2-trifluoroethyl)oxazole-4-carboxamide FC1(CC(C1)OC1=C(C=C(C=C1)NC(=O)C=1N=C(OC1CC(F)(F)F)N1CCCC1)F)F